FC1=NC(=C2N=CN(C2=N1)C1OCCCC1)NCC1=CC(=C(C=C1)O)O 2-fluoro-6-[(3,4-dihydroxybenzyl)amino]-9-(tetrahydro-2H-pyran-2-yl)-9H-purine